4-[1-[2-[5-methyl-3-(trifluoromethyl)pyrazol-1-yl]acetyl]-4-piperidyl]-tetralin-1-yl-pyridine-2-carboxamide CC1=CC(=NN1CC(=O)N1CCC(CC1)C1CCC(C2=CC=CC=C12)C=1C(=NC=CC1)C(=O)N)C(F)(F)F